C/C(/C=C)=C\C\C=C(\CCCC(=C)C)/C (3E,6E)-3,7,11-trimethyl-1,3,6,11-dodecatetraene